(E)-4-benzylidene-6-(4-methoxyphenyl)-3,5,5-trimethyltetrahydro-2H-pyran-2-one C(/C1=CC=CC=C1)=C\1/C(C(OC(C1(C)C)C1=CC=C(C=C1)OC)=O)C